6-((1H-imidazol-4-yl)methyl)-2-((1H-pyrazol-3-yl)methyl)-4-methyl-4H-thiazolo[5',4':4,5]pyrrolo[2,3-d]pyridazin-5(6H)-one N1C=NC(=C1)CN1N=CC2=C(C1=O)N(C1=C2SC(=N1)CC1=NNC=C1)C